methyl 2-[[(dodecylmercapto) thiomethyl] thio]-2-methylbenzoate C(CCCCCCCCCCC)SSCSC1(C(C(=O)OC)C=CC=C1)C